N-[(2-amino-3-fluoroquinolin-7-yl)methyl]-N-(4-fluoro-2-methanesulfonylphenyl)-4,6-di-methylpyridine-3-carboxamide NC1=NC2=CC(=CC=C2C=C1F)CN(C(=O)C=1C=NC(=CC1C)C)C1=C(C=C(C=C1)F)S(=O)(=O)C